C(C)(C)(C)[C@H]1CN(C[C@H](N1)C)C=1N=NC(=CN1)C1=C(C=C(C=C1)C1=NSC=N1)O 2-{3-[(3S,5R)-3-tert-butyl-5-methylpiperazin-1-yl]-1,2,4-triazin-6-yl}-5-(1,2,4-thiadiazol-3-yl)phenol